2-(4-(2-((7-bromo-[1,2,4]triazolo[1,5-a]pyridin-2-yl)amino)-2-oxoethyl)-2-fluorophenoxy)pyridine-3-carboxamide BrC1=CC=2N(C=C1)N=C(N2)NC(CC2=CC(=C(OC1=NC=CC=C1C(=O)N)C=C2)F)=O